trans-5-[(3S)-2-[4-[(2-methyl-[1,2,4]triazolo[1,5-a]pyridin-6-yl)methyl]cyclohexanecarbonyl]isoxazolidin-3-yl]pyridine-3-carbonitrile CC1=NN2C(C=CC(=C2)C[C@@H]2CC[C@H](CC2)C(=O)N2OCC[C@H]2C=2C=C(C=NC2)C#N)=N1